4-(hexyloxy)-1,2,5-thiadiazol C(CCCCC)OC=1C=NSN1